2-((tert-butoxycarbonyl)amino)-3-(4-iodophenyl)propanoic acid C(C)(C)(C)OC(=O)NC(C(=O)O)CC1=CC=C(C=C1)I